N,N-dimethyl-3-(1-methyl-1H-pyrazol-4-yl)-5-nitrobenzenesulfonamide CN(S(=O)(=O)C1=CC(=CC(=C1)[N+](=O)[O-])C=1C=NN(C1)C)C